8-(2-((3aS,4R,6aR)-4-(4-chloro-7H-pyrrolo[2,3-d]pyrimidin-7-yl)-2,2-dimethyl-3a,6a-dihydro-4H-cyclopenta[d][1,3]dioxol-6-yl)ethyl)-6-(difluoromethyl)-5-fluoro-4-methylisoquinoline ClC=1C2=C(N=CN1)N(C=C2)[C@@H]2C=C([C@H]1OC(O[C@H]12)(C)C)CCC=1C=C(C(=C2C(=CN=CC12)C)F)C(F)F